6-[4-fluoro-2-[3-fluoro-5-(methylsulfanyl)phenyl]pyrrolidin-1-yl]-N-{1-[(4-fluoro-3-hydroxyphenyl)methyl]azetidin-3-yl}imidazo[1,2-b]pyridazine-3-carboxamide FC1CC(N(C1)C=1C=CC=2N(N1)C(=CN2)C(=O)NC2CN(C2)CC2=CC(=C(C=C2)F)O)C2=CC(=CC(=C2)SC)F